3-bromo-1-(trifluoromethyl)-1H-pyrazole BrC1=NN(C=C1)C(F)(F)F